BrC1=C(C=C2C(=C(C(=NC2=C1F)OC[C@H]1N(CCC1)C)C#CCCC(=O)OC)NC1C2CN(C1C2)C(=O)OC(C)(C)C)CCC#N tert-butyl 5-((7-bromo-6-(2-cyanoethyl)-8-fluoro-3-(5-methoxy-5-oxopent-1-yn-1-yl)-2-(((S)-1-methylpyrrolidin-2-yl)methoxy)quinolin-4-yl)amino)-2-azabicyclo[2.1.1]hexane-2-carboxylate